(6aR,9R)-N-ethyl-7-(3-methoxybenzyl)-N-methyl-4,6,6a,7,8,9-hexahydroindolo[4,3-fg]quinoline-9-carboxamide C(C)N(C(=O)[C@H]1CN([C@@H]2CC=3C4=C(C2=C1)C=CC=C4NC3)CC3=CC(=CC=C3)OC)C